NC1=NC(=C(C=2N1C(N(N2)CC=2N(C=CN2)C)=O)C2=CC(=NC(=C2)OC)CO)C2=CC=CC=C2 5-amino-8-[2-(hydroxymethyl)-6-methoxy-4-pyridyl]-2-[(1-methylimidazol-2-yl)methyl]-7-phenyl-[1,2,4]triazolo[4,3-c]pyrimidin-3-one